C(C1=CC=CC=C1)C=1C=2N(C=C(N1)C1=CC=CC=C1)C(=C(N2)CC=2OC(=C(C2)C)CC)CC(=O)[O-] 8-Benzyl-2-((5-ethyl-4-methylfuran-2-yl)methyl)-6-phenylimidazo[1,2-a]pyrazin-3-yl-acetat